4-((S)-2-(((2R,3R,4S,5R)-5-(6-amino-2-chloro-9H-purin-9-yl)-4-fluoro-3-hydroxytetrahydrofuran-2-yl)methoxy)-2-carboxy-2-(thiazol-4-yl)ethyl)benzoic acid NC1=C2N=CN(C2=NC(=N1)Cl)[C@H]1[C@H]([C@@H]([C@H](O1)CO[C@@](CC1=CC=C(C(=O)O)C=C1)(C=1N=CSC1)C(=O)O)O)F